FC(C1=CC(=C(OC2CC3(CN(C3)C(=O)OC(C)(C)C)C2)C=C1)NC(=O)N1C[C@](CC1)(C1=NC=NS1)C1=CC(=C(C=C1)C)F)F tert-butyl (R)-6-(4-(difluoromethyl)-2-(3-(3-fluoro-4-methylphenyl)-3-(1,2,4-thiadiazol-5-yl)pyrrolidine-1-carboxamido)phenoxy)-2-azaspiro[3.3]heptane-2-carboxylate